3-chloro-2,4(3H,5H)-furandione ClC1C(OCC1=O)=O